4-Methyl-2-(2-(4-methylpiperazin-1-yl)ethoxy)-N-(2-phenoxyethyl)-1H-imidazole-1-carboxamide CC=1N=C(N(C1)C(=O)NCCOC1=CC=CC=C1)OCCN1CCN(CC1)C